COC1=C(C=CC=C1)C[C@@H](C(=O)NO)N1N=NC(=C1)CNS(=O)(=O)C=1SC(=CC1)C1=NC=CC=C1 (2S)-3-(2-methoxyphenyl)-2-[4-[[[5-(2-pyridyl)-2-thienyl]sulfonylamino]methyl]triazol-1-yl]propanehydroxamic acid